ClC1=C(C=C(C=C1)[C@@H](CO)N1C(C=C(C=C1)C=1C=C2C(=NNC2=CC1)C1=CC(=NC=C1)C)=O)F (S)-1-(1-(4-chloro-3-fluorophenyl)-2-hydroxyethyl)-4-(3-(2-methylpyridin-4-yl)-1H-indazol-5-yl)pyridin-2(1H)-one